N-[3-[6-[[(1S)-1-(hydroxy-methyl)-2-methyl-propyl]amino]imidazo[1,2-b]pyridazin-3-yl]phenyl]acetamide OC[C@H](C(C)C)NC=1C=CC=2N(N1)C(=CN2)C=2C=C(C=CC2)NC(C)=O